N-(3-fluoro-4-methyl-1H-indol-7-yl)-1-methyl-pyrazole-4-sulfonamide FC1=CNC2=C(C=CC(=C12)C)NS(=O)(=O)C=1C=NN(C1)C